(E)-3-(3,4-Dihydroxyphenyl)-1-(4-ethoxyphenyl)prop-2-en-1-one OC=1C=C(C=CC1O)/C=C/C(=O)C1=CC=C(C=C1)OCC